(S)-4,4-difluoro-1-((R)-2-hydroxy-4-methylpentanoyl)-N-((S)-3-oxo-1-((S)-2-oxopyrrolidin-3-yl)-4-(trifluoromethoxy)butan-2-yl)pyrrolidine-2-carboxamide FC1(C[C@H](N(C1)C([C@@H](CC(C)C)O)=O)C(=O)N[C@@H](C[C@H]1C(NCC1)=O)C(COC(F)(F)F)=O)F